N[C@@H](CC(=O)OCC)C=1C=C(C=C(C1F)C(F)(F)F)C1=C(C=C(C=C1C)C)O ethyl (3S)-3-amino-3-[4-fluoro-2'-hydroxy-4',6'-dimethyl-5-(trifluoromethyl)-[1,1'-biphenyl]-3-yl]propanoate